ClC1=C(C=CC(=C1)F)C1=CNC(C2=CC(=CC=C12)OC(C#N)C)=O 2-((4-(2-chloro-4-fluorophenyl)-1-oxo-1,2-dihydroisoquinolin-7-yl)oxy)propanenitrile